Hectane CCCCCCCCCCCCCCCCCCCCCCCCCCCCCCCCCCCCCCCCCCCCCCCCCCCCCCCCCCCCCCCCCCCCCCCCCCCCCCCCCCCCCCCCCCCCCCCCCCCC